(S)-7-(4-(4,5-difluoro-2-((3-fluorooxetan-3-yl)methoxy)phenyl)piperidin-1-yl)-5-oxa-2-azaspiro[3.4]octane FC1=CC(=C(C=C1F)C1CCN(CC1)[C@@H]1COC2(CNC2)C1)OCC1(COC1)F